6-[(5-chloro-2-fluoro-pyrimidin-4-yl)amino]-1-methyl-4-[(1-methyl-1-pyrimidin-2-yl-ethyl)amino]quinazolin-2-one ClC=1C(=NC(=NC1)F)NC=1C=C2C(=NC(N(C2=CC1)C)=O)NC(C)(C1=NC=CC=N1)C